NCC(CNC(=O)[C@H]1CN(C[C@H](O1)C)C=1C=2N(C(=CC1)C#N)N=CC2)(C)C (2r,6r)-N-(3-amino-2,2-dimethyl-propyl)-4-(7-cyanopyrazolo[1,5-a]pyridin-4-yl)-6-methyl-morpholine-2-carboxamide